[B+3].[Si]([O-])([O-])([O-])[O-].[Al+3].[O-2].[Al+3] Aluminum Oxide Aluminum Silicate Boron